OC1=CC(=NC(=N1)C=1C=NN(C1)C)C(=O)OC methyl 6-hydroxy-2-(1-methyl-1H-pyrazol-4-yl)pyrimidine-4-carboxylate